2-(1-benzhydryl-azetidin-3-yl)propane-1,3-diol C(C1=CC=CC=C1)(C1=CC=CC=C1)N1CC(C1)C(CO)CO